CN1C(=NC=C1C1=CC=C(C=N1)S(=O)(=O)NC=1C=CC=C2C=NN(C12)C)C(F)(F)F 6-[3-methyl-2-(trifluoromethyl)imidazol-4-yl]-N-(1-methylindazol-7-yl)pyridine-3-sulfonamide